NC[C@H](C)C=1C=CC=C2C(=CC=NC12)C(NC)=S (R)-8-(1-aminopropan-2-yl)-N-methylquinoline-4-thiocarboxamide